N1=NC=C2C1=CC=CO2 PYRANOPYRAZOLE